3-(4-chloro-2,5-difluorophenyl)-9-(2-fluoro-5-methoxy-4-nitrophenyl)-3,9-diazaspiro[5.5]undecane ClC1=CC(=C(C=C1F)N1CCC2(CC1)CCN(CC2)C2=C(C=C(C(=C2)OC)[N+](=O)[O-])F)F